5-(aminomethyl)-N-((1S,2R)-2-((4-bromo-2-(methylcarbamoyl)-6-nitrophenyl)amino)cyclohexyl)nicotinamide NCC=1C=NC=C(C(=O)N[C@@H]2[C@@H](CCCC2)NC2=C(C=C(C=C2[N+](=O)[O-])Br)C(NC)=O)C1